2,8,8,11-tetramethyl-5-pentyl-2-(4-(trifluoromethyl)phenyl)-4H,8H-benzo[c][1,3]dioxino[4,5-f]chromen-4-one CC1(OC(C=2C(=C3C4=C(C(OC3=CC2CCCCC)(C)C)C=CC(=C4)C)O1)=O)C1=CC=C(C=C1)C(F)(F)F